NC=1C=NC=CC1N1CCC(CC1)NC(OC(C)(C)C)=O tert-butyl (1-(3-aminopyridin-4-yl)piperidin-4-yl)carbamate